BrC=1C(=NC(=NC1)OCC(F)F)OCC(F)F 5-Bromo-2,4-bis(2,2-difluoroethoxy)pyrimidine